C(C1=CC=CC=C1)N1C(C(=NC(=C1C1=CC=CC=C1)Cl)N1N=C(N=C1)C1=CC(=CC(=C1)C(F)(F)F)C(F)(F)F)=O 1-benzyl-3-(3-(3,5-bis(trifluoromethyl)phenyl)-1H-1,2,4-triazol-1-yl)-5-chloro-6-phenylpyrazin-2(1H)-one